FC1=CC(=C(C=C1)NC1=C(C(=O)O)C=CC(=C1)OC)C 2-((4-fluoro-2-methylphenyl)amino)-4-methoxybenzoic acid